C(CCCCCCC)(=O)OCC(COC(CCCCCCC)=O)(C)CO 2-(hydroxymethyl)-2-methylpropane-1,3-diyl Dioctanoate